propyl-alliin C(CC)N[C@@H](CS(=O)CC=C)C(=O)O